(S)-1-(5-((2-amino-3-chloropyridin-4-yl)thio)-1H-imidazo[4,5-b]pyrazin-2-yl)-4'H,6'H-spiro[piperidine-4,5'-pyrrolo[1,2-b]pyrazol]-4'-amine NC1=NC=CC(=C1Cl)SC=1N=C2C(=NC1)NC(=N2)N2CCC1([C@@H](C=3N(N=CC3)C1)N)CC2